ClC1=NC(N2C(N3[C@@]4(CO[C@H](C3)C4)C2)=C1C(C)C)=O (3S,11aR)-7-chloro-6-isopropyl-3,4-dihydro-1H,9H,11H-3,11a-methanopyrimido[6',1':2,3]imidazo[5,1-c][1,4]oxazin-9-one